7-(4-(methylsulfonyl)phenyl)-1-phenyl-2,3-dihydro-1H-benzo[d]pyrrolo[1,2-a]imidazole CS(=O)(=O)C1=CC=C(C=C1)C1=CC2=C(N=C3N2C(CC3)C3=CC=CC=C3)C=C1